(3'-Chloro-4'-fluoroanilino)-7-methoxy-6-(3-morpholinopropoxy)quinazoline tert-butyl-N-[(1S)-1-{[(1S)-1-{[4-(hydroxymethyl)phenyl]carbamoyl}-ethyl]carbamoyl}-2-methylpropyl]carbamate C(C)(C)(C)OC(N[C@@H](C(C)C)C(N[C@@H](C)C(NC1=CC=C(C=C1)CO)=O)=O)=O.ClC=1C=C(NC2=NC3=CC(=C(C=C3C=N2)OCCCN2CCOCC2)OC)C=CC1F